pivalic acid C(C(C)(C)C)(=O)O